N,N',N''-tris(2-hydroxypropyl)hexahydrotriazine OC(CN1N(N(CCC1)CC(C)O)CC(C)O)C